FC(C1=CC=CC(=N1)C1=NN2C(=NC=3C=CC=CC3C2=N1)N[C@@H](C(=O)N)CC)(F)F (2R)-2-({2-[6-(trifluoromethyl)pyridin-2-yl][1,2,4]triazolo[1,5-c]quinazolin-5-yl}amino)butanamide